1-heneicosanoyl-2-(9Z,12Z,15Z-octadecatrienoyl)-glycero-3-phosphocholine CCCCCCCCCCCCCCCCCCCCC(=O)OC[C@H](COP(=O)([O-])OCC[N+](C)(C)C)OC(=O)CCCCCCC/C=C\C/C=C\C/C=C\CC